(2R)-2-amino-3-sulfanyl-propanoic acid hydrochloride Cl.N[C@H](C(=O)O)CS